(S)-4-(difluoromethyl)-4-fluoroisochroman-6-carboxylic acid FC([C@]1(COCC2=CC=C(C=C12)C(=O)O)F)F